FC1(CCN(CC1)C1=C(C=CC(=N1)NC(C1=C(C=C(C=C1)I)N1CCC2(CC2)CC1)=O)[N+](=O)[O-])F N-(6-(4,4-difluoropiperidin-1-yl)-5-nitropyridin-2-yl)-4-iodo-2-(6-azaspiro[2.5]oct-6-yl)benzamide